C(C)(C)(C)OC(=O)NC1=CC(=NC(=C1)C)NC1=C(C(=C2C(=N1)CCO2)C=2CCCN(CC2)C(=O)OC(C)(C)C)F tert-butyl 5-[5-[[4-(tert-butoxycarbonylamino)-6-methyl-2-pyridyl]amino]-6-fluoro-2,3-dihydrofuro[3,2-b]pyridin-7-yl]-2,3,4,7-tetrahydroazepine-1-carboxylate